1,1'-(2,4,6-trihydroxy-1,3-phenylene)bis(8-(4-nitrophenoxy)octan-1-one) OC1=C(C(=CC(=C1C(CCCCCCCOC1=CC=C(C=C1)[N+](=O)[O-])=O)O)O)C(CCCCCCCOC1=CC=C(C=C1)[N+](=O)[O-])=O